CC1=CC=2N(C3=CC=CC=C3SC2C=C1C)CCCN(C)C 3-(2,3-dimethyl-10H-phenothiazin-10-yl)-N,N-dimethylpropan-1-amine